FC1=C(C=C(C=C1)F)[C@@H](C)NC1=NC=2N(C=C1)N=CC2C=2C=NNC2 (R)-N-(1-(2,5-difluorophenyl)ethyl)-3-(1H-pyrazol-4-yl)pyrazolo[1,5-a]Pyrimidin-5-amine